S(=O)(=O)(O)O.BrC=1C(=NC(=NC1N1N=CC=C1)N1N=CC=C1)N 5-bromo-2,6-bis(1H-pyrazol-1-yl)-pyrimidin-4-amine sulfate